5-Methyl-2-(1-methyl-1H-imidazol-2-yl)-6-(1-methyl-1H-pyrazol-3-yl)-N-(pyridin-2-yl)pyrrolo[2,1-f][1,2,4]triazin-4-amine CC=1C(=CN2N=C(N=C(C21)NC2=NC=CC=C2)C=2N(C=CN2)C)C2=NN(C=C2)C